O2-tert-butyl O6-isobutoxycarbonyl 2-azaspiro[3.3]heptane-2,6-dicarboxylate C1N(CC12CC(C2)C(=O)OC(=O)OCC(C)C)C(=O)OC(C)(C)C